N=1NN=NC1C1=C(C=CC=C1)C1=NC(=CC(=C1)NC(CC1=CC(=CC(=C1)OC)OC)=O)N(CCC)CC1=CC=CC=C1 N-(2-(2-(2H-tetrazol-5-yl)phenyl)-6-(benzyl(propyl)amino)pyridin-4-yl)-2-(3,5-dimethoxyphenyl)acetamide